7-(2-fluoro-6-methylphenyl)-N2-(6-methoxy-2-methyl-1,2,3,4-tetrahydroisoquinolin-7-yl)quinazoline-2,5-diamine FC1=C(C(=CC=C1)C)C=1C=C(C=2C=NC(=NC2C1)NC1=C(C=C2CCN(CC2=C1)C)OC)N